[6-(5-cyclopropyl-4H-1,2,4-triazol-3-yl)-2-azaspiro[3.3]heptan-2-yl]-[3-[6-(3-hydroxy-3-methyl-azetidin-1-yl)-3-pyridyl]azetidin-1-yl]methanone C1(CC1)C=1NC(=NN1)C1CC2(CN(C2)C(=O)N2CC(C2)C=2C=NC(=CC2)N2CC(C2)(C)O)C1